FC(C)(F)C1=C(C=C(C=N1)C(=O)NCC=1C=NC=C(C1C)F)F 6-(1,1-difluoroethyl)-5-fluoro-N-[(5-fluoro-4-methylpyridin-3-yl)methyl]pyridine-3-carboxamide